C1(CC1)S(=O)(=O)NC1=NC=CC(=N1)C1(CCOCC1)C(=O)NC1=C(C=C(C=C1)C1=NC(=CN=C1)OCC)C 4-(2-(cyclopropanesulfonylamino)pyrimidin-4-yl)-N-(4-(6-ethoxypyrazin-2-yl)-2-methylphenyl)tetrahydro-2H-pyran-4-carboxamide